BrC=1SC(=CN1)C=1OC(=NN1)C(F)F 2-(2-bromo-1,3-thiazol-5-yl)-5-(difluoromethyl)-1,3,4-oxadiazole